C[Si](C)(C)[N-][Si](C)(C)C.C[Si](C)(C)[N-][Si](C)(C)C.C[Si](C)(C)[N-][Si](C)(C)C.[La+3] lanthanum tris[bis(trimethylsilyl)amide]